tert-butyl (4-(2-(4-(6-(2,6-dioxopiperidin-3-yl)pyridin-3-yl)piperazin-1-yl)ethyl)piperidin-1-yl)carbamate O=C1NC(CCC1C1=CC=C(C=N1)N1CCN(CC1)CCC1CCN(CC1)NC(OC(C)(C)C)=O)=O